N,N-dibutylmonomethylamine C(CCC)N(CCCC)C